2-(3-Ethoxyphenyl)ethan C(C)OC=1C=C(C=CC1)CC